CC1(OB(OC1(C)C)C1=CC=C(C=C1)N1CC2(CN(C2)C(C)=O)C1)C 1-(6-(4-(4,4,5,5-tetramethyl-1,3,2-dioxaborolan-2-yl)phenyl)-2,6-diazaspiro[3.3]heptan-2-yl)ethan-1-one